ClC1=NN(C=C1C1=NC=CC(=N1)NC=1N=CC2=C(C=CC(=C2C1)C(C)C)N1CC(C1)N(S(=O)(=O)C)C)C[C@@H]1OCC1 (R)-N-(1-(3-((2-(3-chloro-1-(oxetan-2-ylmethyl)-1H-pyrazol-4-yl)pyrimidin-4-yl)amino)-5-isopropylisoquinolin-8-yl)azetidin-3-yl)-N-methyl-methanesulfonamide